C(CCC(C)C)[Si](O[Si](C)(C)C)(O[Si](C)(C)C)C 3-isohexyl-1,1,1,3,5,5,5-heptamethyltrisiloxane